COC=1C=C(C=CC1)C1=NC=CC=C1C 2-(3-methoxyphenyl)-3-methylpyridine